3β-(Triethylsilyloxy)-androst-5-en-17β-ol C(C)[Si](O[C@@H]1CC2=CC[C@H]3[C@@H]4CC[C@@H]([C@@]4(C)CC[C@@H]3[C@]2(CC1)C)O)(CC)CC